NC=1C=C(C(=NC1)OC)N1C(N(CC1)C)=O 1-(5-amino-2-methoxypyridin-3-yl)-3-methylimidazolidin-2-one